C(C)(C)C1=CC(=NN1)C(=O)N1C[C@H]2C([C@H]2C1)C1=NOC(=C1)C (5-isopropyl-1H-pyrazol-3-yl)[(1R,5S,6r)-6-(5-methyl-1,2-oxazol-3-yl)-3-azabicyclo[3.1.0]hex-3-yl]methanone